Cl.C12CNCC2C1 3-azabicyclo[3.1.0]hexane monohydrochloride